FC(OC1=C(N)C=C(C(=C1)N1CCC(CC1)N1CCN(CC1)C)C)F 2-(difluoromethoxy)-5-methyl-4-(4-(4-Methylpiperazin-1-yl)piperidin-1-yl)aniline